BrC1=CC=C2CN(C(C2=C1)=O)CCN1CCOCC1 6-bromo-2-[(2-(morpholin-4-yl)ethyl)]-2,3-dihydro-1H-isoindol-1-one